(Z)-1-(2-(3-cyclopropylmethoxy-4-methoxyphenyl)-2-(methylsulfonylmethoxyimino)ethyl)-2,6-dimethylpyridin-4(1H)-one C1(CC1)COC=1C=C(C=CC1OC)/C(/CN1C(=CC(C=C1C)=O)C)=N/OCS(=O)(=O)C